NC1=NC(=C(C=C1C=1C=C2CCNC(C2=CC1)=O)C1=CC(=C(C=C1)N1CCN(CC1)C1CCCC1)CN(C)C)F 6-(2-amino-5-(4-(4-cyclopentylpiperazin-1-yl)-3-((dimethylamino)methyl)phenyl)-6-fluoropyridin-3-yl)-3,4-dihydroisoquinolin-1(2H)-one